C[N+]1=C(N(C2=C1C=CC=C2)C)C2=CC=CC=C2 1,3-dimethyl-2-phenylbenzimidazolium